phenyl-(1-hexyl)-cyclopentadienyl-(2,7-di-tert-butylfluorenyl)methane C1(=CC=CC=C1)C(C1=C(C=CC=2C3=CC=C(C=C3CC12)C(C)(C)C)C(C)(C)C)(C1C=CC=C1)CCCCCC